Sodium propenyl-sulfonate (E)-2-hydroxyethyl-4-(4,8-dimethylnona-3,7-dien-1-yl)cyclohex-3-enecarboxylate OCCOC(=O)C1CC=C(CC1)CC\C=C(\CCC=C(C)C)/C.C(=CC)S(=O)(=O)[O-].[Na+]